O=C(CCC(=O)O)NCC=1C=CC=2NC3=CC=C(C=C3OC2C1)C(F)(F)F 4-Oxo-4-(((7-(trifluoromethyl)-10H-phenoxazin-3-yl)methyl)amino)butanoic acid